{(4E)-4-[3-(3-chlorophenyl)prop-2-yn-1-ylidene]-3,3-dimethylpiperidin-1-yl}(phenyl)methanone ClC=1C=C(C=CC1)C#C\C=C/1\C(CN(CC1)C(=O)C1=CC=CC=C1)(C)C